COC1=C(CNCC)C=CC=C1 N-(2-methoxybenzyl)ethan-1-amine